BrC=1C=CC(=C(NC2(CC2)C(F)F)C1)[N+](=O)[O-] 5-bromo-N-(1-(difluoromethyl)cyclopropyl)-2-nitroaniline